O1C(C=CC=C1)C1=CC(=CC(=C1)C1OC=CC=C1)C1OC=CC=C1 1,3,5-tripyryl-benzene